2-((5aS,6aR)-5a-(5-bromo-2-fluorophenyl)-2-(methyl-d)-3-thioxo-2,3,5,5a,6,6a-hexahydrocyclopropa[3,4]pyrrolo[1,2-c]imidazol-1-yl)acetic acid BrC=1C=CC(=C(C1)[C@]12[C@H](C=3N(C(N(C3CC(=O)O)C[2H])=S)C1)C2)F